ClC1=C(C(=O)NC=2C=NC=CC2)C=C(C=C1)S(NC1=CC=C(C=C1)Cl)(=O)=O 2-chloro-5-(N-(4-chlorophenyl)sulfamoyl)-N-(pyridin-3-yl)benzamide